diisopropyl-dimethyl-ammonium C(C)(C)[N+](C)(C)C(C)C